CN(C)C1=CC=C(C=C1)N=NC2=CC=C(C=C2)O[C@H]3[C@@H]([C@H]([C@@H]([C@H](O3)CO)O[C@H]4[C@@H]([C@H]([C@H]([C@H](O4)CO)O)O)O)O)O The molecule is a glycoside comprising beta-lactose having a p-(p-dimethylaminophenylazo)phenyl group at the 1-position. It has a role as a dye. It is a glycoside, a monoazo compound and a disaccharide derivative.